9-(2-Deoxy-2-fluoro-R-D-arabinofuranosyl)adenine F[C@@H]1[C@@H](O[C@@H]([C@H]1O)CO)N1C2=NC=NC(=C2N=C1)N